O=C1NC(CCC1N1C(C2=CC=C(C(=C2C1=O)F)CN(C1CCN(CC1)C=1C(=CC2=C(C(C=3NC4=CC(=CC=C4C3C2=O)C=O)(C)C)C1)CC)C)=O)=O 8-(4-(((2-(2,6-dioxopiperidin-3-yl)-4-fluoro-1,3-dioxoisoindoline-5-yl)methyl)(Methyl)amino)piperidin-1-yl)-9-ethyl-6,6-dimethyl-11-oxo-6,11-dihydro-5H-benzo[b]carbazole-3-Formaldehyde